4-(4-((1R,5S)-3,8-diazabicyclo[3.2.1]oct-3-yl)-2-(((S)-1-(4,4-Difluoropiperidin-1-yl)propan-2-yl)oxy)-8-fluoro-5-(propynyl)pyrido[4,3-d]pyrimidin-7-yl)-5-ethynyl-6-fluoronaphthalene [C@H]12CN(C[C@H](CC1)N2)C=2C1=C(N=C(N2)O[C@H](CN2CCC(CC2)(F)F)C)C(=C(N=C1C#CC)C1=CC=CC2=CC=C(C(=C12)C#C)F)F